2-(1,4-dimethyl-1H-1,2,3-triazol-5-yl)-4H-thieno[2',3':4,5]pyrrolo[3,2-b]pyridine-6-carboxylic acid methyl ester COC(=O)C=1C=C2C(=NC1)C1=C(N2)C=C(S1)C1=C(N=NN1C)C